[O-2].[Gd+3].[O-2].[O-2].[Gd+3] Gadolinium(III) oxide